2-ethoxy-4-((hexyloxy)methyl)phenol C(C)OC1=C(C=CC(=C1)COCCCCCC)O